N-(1-benzoyl-7'-(trifluoromethyl)spiro[azetidine-3,4'-chromeno[4,3-d]thiazol]-2'-yl)-4,6-dimethoxypyrimidine-5-carboxamide C(C1=CC=CC=C1)(=O)N1CC2(OC=3C=C(C=CC3C=3N=C(SC32)NC(=O)C=3C(=NC=NC3OC)OC)C(F)(F)F)C1